3-[6-Chloro-3-[[(1R)-1-[3,6-dimethyl-4-oxo-2-[1-(trideuteriomethyl)pyrazol-4-yl]chromen-8-yl]ethyl]amino]-2-pyridyl]-4H-1,2,4-oxadiazol-5-one ClC1=CC=C(C(=N1)C1=NOC(N1)=O)N[C@H](C)C=1C=C(C=C2C(C(=C(OC12)C=1C=NN(C1)C([2H])([2H])[2H])C)=O)C